C(C)(C)C1=C(NC2=CC=C(C=C12)C1CCC(CC1)NC1(COC1)C)C=1C=C(C=2N(C1)N=CN2)C N-(4-(3-Isopropyl-2-(8-methyl-[1,2,4]triazolo[1,5-a]pyridin-6-yl)-1H-indol-5-yl)cyclohexyl)-3-methyloxetan-3-amin